C(C(C)C)(C1=C(C(=CC(=C1)C)C)O)C1=C(C(=CC(=C1)C)C)O 2,2'-Isobutylidenebis(4,6-dimethylphenol)